N-((4-(1,2-dihydroxyethyl)-1-(4-(pentafluoro-λ6-sulfaneyl)phenyl)-1H-pyrazolo[3,4-b]pyridin-3-yl)methyl)acrylamide OC(CO)C1=C2C(=NC=C1)N(N=C2CNC(C=C)=O)C2=CC=C(C=C2)S(F)(F)(F)(F)F